2-(4-(2-(Pyridin-2-yldisulfaneyl)ethyl)piperazin-1-yl)ethyl 4-(bis(2-hydroxydecyl)amino)butanoate OC(CN(CCCC(=O)OCCN1CCN(CC1)CCSSC1=NC=CC=C1)CC(CCCCCCCC)O)CCCCCCCC